(R)-N-(3-chloropyridin-2-yl)-N-(piperidin-3-yl)-4-(7H-purin-6-yl)piperazine-1-carboxamide ClC=1C(=NC=CC1)N(C(=O)N1CCN(CC1)C1=C2NC=NC2=NC=N1)[C@H]1CNCCC1